C(C)OC(=O)C1=NC(=NC2=CC=CC=C12)C1=CC(=CC=C1)N1C=NC(=C1)C1(C(N(CC1)C)=O)O 2-(3-(4-(3-hydroxy-1-methyl-2-oxopyrrolidin-3-yl)-1H-imidazol-1-yl)phenyl)quinazoline-4-carboxylic acid ethyl ester